C(CCCCCCCCCCCCCCCCC(=O)O)(=O)O 1,18-octadecanedioic acid